C1CN(CC2=C1SC=C2)C(C3=CC=CC=C3Cl)C(=O)O The molecule is a thienopyridine that is 6,7-dihydrothieno[3,2-c]pyridin-5(4H)-ylacetic acid substituted by a 2-chlorophenyl group at position 2. It is a metabolite of the drug clopidogrel. It has a role as a marine xenobiotic metabolite and a drug metabolite. It is a member of monochlorobenzenes, a thienopyridine, a monocarboxylic acid and a tertiary amino compound.